ClC1=NC=C(C(=N1)NC=1C=CC=C2CCN(C12)S(=O)(=O)C)C#N 2-chloro-4-((1-(methylsulfonyl)indolin-7-yl)amino)pyrimidine-5-carbonitrile